3-methoxycyclobutane-1,2-diamine COC1C(C(C1)N)N